methyl (Z)-N6-(tert-butoxycarbonyl)-N2-(3-((4-((2-(diethylamino)ethyl)carbamoyl)-3,5-dimethyl-1H-pyrrol-2-yl)methylene)-5-fluoro-2-oxoindoline-1-carbonyl)-L-lysinate C(C)(C)(C)OC(=O)NCCCC[C@H](NC(=O)N1C(\C(\C2=CC(=CC=C12)F)=C/C=1NC(=C(C1C)C(NCCN(CC)CC)=O)C)=O)C(=O)OC